ClC=1C=CC(=C(C1)NN(C1(N(C2=CC=CC=C2C1NC(CCC1=CC=C(C=C1)NC(=O)N1CCC(CC1)OCCOC)=O)C(=O)[O-])C(=O)[O-])C(C=O)=O)N1N=NN=C1 2-(((5-chloro-2-(1H-tetrazol-1-yl) phenyl) amino)-2-oxoacetylamino)-3-(4-(4-(2-methoxyethoxy) piperidine-1-carboxamido) phenylpropionamido)-1H-indole-1,2-dicarboxylate